DL-threofuranosyl-cytidineoleoyl-arachidonoyl-glycerol C1([C@@H](O)[C@H](O)CO1)C(C(O)(C(CCC\C=C/C\C=C/C\C=C/C\C=C/CCCCC)=O)C(CCCCCCC\C=C/CCCCCCCC[C@@]1([C@H](O)[C@H](O)[C@@H](CO)O1)N1C(=O)N=C(N)C=C1)=O)(O)CO |&1:1,3|